Methyl 4-(4-(4-((tert-butoxycarbonyl) amino)-1-methyl-1H-pyrrole-2-carboxamido) phenyl)-1-methyl-1H-pyrrole-2-carboxylate C(C)(C)(C)OC(=O)NC=1C=C(N(C1)C)C(=O)NC1=CC=C(C=C1)C=1C=C(N(C1)C)C(=O)OC